5-Methyl-N4-(1-(1,1-dimethylethylsulfonyl)indolin-6-yl)-N2-[3-fluoro-4-(1-methylpiperidin-4-ylcarbamoyl)phenyl]pyrimidine-2,4-diamine CC=1C(=NC(=NC1)NC1=CC(=C(C=C1)C(NC1CCN(CC1)C)=O)F)NC1=CC=C2CCN(C2=C1)S(=O)(=O)C(C)(C)C